(trifluoromethyl)quinoxalin FC(F)(F)C1=NC2=CC=CC=C2N=C1